5-(2-(phenethylamino)pyridin-4-yl)-1H-indazol-3-amine C(CC1=CC=CC=C1)NC1=NC=CC(=C1)C=1C=C2C(=NNC2=CC1)N